tert-Butyl (±)-trans-4-phenyl-3-(naphthalen-1-ylcarbamoyl)pyrrolidine-1-carboxylate C1(=CC=CC=C1)[C@H]1[C@@H](CN(C1)C(=O)OC(C)(C)C)C(NC1=CC=CC2=CC=CC=C12)=O |r|